di-tert-butyl 2,4-dioxoglutarate O=C(C(=O)OC(C)(C)C)CC(C(=O)OC(C)(C)C)=O